N(=[N+]=[N-])CCN1C=C(C=2C=NC(=CC21)Br)C(=O)C2COC1=CC=C(C=C1C2)Cl (1-(2-azidoethyl)-6-bromo-1H-pyrrolo[3,2-c]pyridin-3-yl)(6-chlorochroman-3-yl)methanone